C1(CCC(N1N1C(C=CC=C1)SSCCC(C(=O)[O-])S(=O)(=O)O)=O)=O N-succinimidyl-4-(2-pyridyldithio)-2-sulfo-butanoate